C(C)(C)(C)C=1C(N(C(=NN1)N(C)C)C)=O 6-tert-butyl-3-dimethylamino-4-methyl-1,2,4-triazin-5(4H)-one